methyl (1S,3S)-3-((2-bromo-6-(5-(((tetrahydro-2H-pyran-2-yl)oxy)methyl)-1H-1,2,3-triazol-4-yl)pyridin-3-yl)oxy)cyclohexane-1-carboxylate BrC1=NC(=CC=C1O[C@@H]1C[C@H](CCC1)C(=O)OC)C=1N=NNC1COC1OCCCC1